FC1=CC=C(C=C1)[C@@H]1N(CCC2=CC=C(C=C12)C(=O)NC)C(=O)NCC12CCN(CC1)CC2 (S)-1-(4-fluorophenyl)-N7-methyl-N2-(quinuclidin-4-ylmethyl)-3,4-dihydroisoquinoline-2,7(1H)-dicarboxamide